3-({4-[({2-[methyl(methylsulfonyl)amino]pyridin-3-yl}methyl)amino]-5-(trifluoromethyl)pyrimidin-2-yl}amino)benzoic acid trifluoroacetic acid salt FC(C(=O)O)(F)F.CN(C1=NC=CC=C1CNC1=NC(=NC=C1C(F)(F)F)NC=1C=C(C(=O)O)C=CC1)S(=O)(=O)C